C(C)(C)(C)OC(=O)N1CCC(CC1)N1C2=NC(=NC=C2N(C1=O)C)NC=1C=C2C=CN=NC2=CC1C 4-(7-methyl-2-((7-methylcinnolin-6-yl)amino)-8-oxo-7,8-dihydro-9H-purin-9-yl)piperidine-1-carboxylic acid tert-butyl ester